7-nitro-2,3-dihydrobenzo[b][1,4]dioxin-6-carboxamide [N+](=O)([O-])C=1C(=CC2=C(OCCO2)C1)C(=O)N